(2-fluoro-4-nitrophenoxy)-1,3-dimethyl-1H-pyrazole FC1=C(OC=2C(=NN(C2)C)C)C=CC(=C1)[N+](=O)[O-]